CC(C=CC)=O pent-3-en-2-one